3-chloro-4-((1R,4S)-1-((dimethylamino)methyl)-6-azaspiro[3.4]octan-6-yl)-2,6-difluoro-N-(6-fluoropyridin-2-yl)benzenesulfonamide ClC=1C(=C(C(=CC1N1C[C@@]2(CC[C@H]2CN(C)C)CC1)F)S(=O)(=O)NC1=NC(=CC=C1)F)F